3-[[[(3S)-1-(6-amino-3-pyridyl)-3-piperidyl]-[(2-methoxy-4-pyridyl)methyl]amino]methyl]-7,8-difluoro-10-oxa-1-azatricyclo[7.4.1.05,14]tetradeca-2,5,7,9(14)-tetraen-4-one NC1=CC=C(C=N1)N1C[C@H](CCC1)N(CC1=CC(=NC=C1)OC)CC1=CN2CCCOC=3C(=C(C=C(C1=O)C23)F)F